[Si].[Al].[Li] LITHIUM-ALUMINUM-SILICON